1-Isopropyl-N-(2-methoxy-4-(4-methyl-piperazin-1-yl)phenyl)-1H-[1,2,3]triazolo[4,5-h]quinazolin-8-amine C(C)(C)N1N=NC=2C=CC=3C=NC(=NC3C21)NC2=C(C=C(C=C2)N2CCN(CC2)C)OC